N-(4-((6R,7S)-7-isobutyl-8-methyl-6,7,8,9-tetrahydro-3H-pyrazolo[3,4-h]isoquinoline-6-yl)phenyl)azetidin-3-amine C(C(C)C)[C@@H]1N(CC=2C3=C(C=CC2[C@H]1C1=CC=C(C=C1)NC1CNC1)NN=C3)C